CNC(=O)C1=CC2=C(NC=N2)C=C1 N-methyl-1H-1,3-benzodiazole-5-carboxamide